C(=O)(OC(C)(C)C)N[C@H](CO)CCO (S)-N-Boc-2-aminobutane-1,4-diol